C(#N)C1=CC=C(OCC(=O)CC(=O)O)C=C1 2-(2-(4-cyanophenoxy)acetyl)acetic acid